(R)-3-(3,3-difluorocyclobutyl)-N-((R)-2-(difluoromethoxy)-1-(3-(trifluoromethoxy)phenyl)ethyl)-3-hydroxypropionamide FC1(CC(C1)[C@@H](CC(=O)N[C@@H](COC(F)F)C1=CC(=CC=C1)OC(F)(F)F)O)F